2-((1-(6-fluoro-3-methyl-4-oxo-2-(4-(2,2,2-trifluoroethyl)piperazin-1-yl)-3,4-dihydroquinazolin-8-yl)ethyl)amino)benzoic acid FC=1C=C2C(N(C(=NC2=C(C1)C(C)NC1=C(C(=O)O)C=CC=C1)N1CCN(CC1)CC(F)(F)F)C)=O